CN[C@@H]1CN(CCC1)C1=C2C(=NC=C1)NC=C2C=2C=NC=NC2 (3S)-N-methyl-1-(3-pyrimidin-5-yl-1H-pyrrolo[2,3-b]pyridin-4-yl)piperidin-3-amine